8-((4-((cyclobutylmethyl)(3-fluoro-5-methylphenyl)amino)cyclohexyl)(methyl)amino)-5-methyl-6-oxo-5,6-dihydro-1,5-naphthyridine-2-carbonitrile C1(CCC1)CN(C1CCC(CC1)N(C1=CC(N(C=2C=CC(=NC12)C#N)C)=O)C)C1=CC(=CC(=C1)C)F